tert-Butyl (2R,5S)-4-(7-(3-(methoxycarbonyl)cyclohexyl)-5-(trifluoromethyl)-7H-pyrrolo[2,3-d]pyrimidin-4-yl)-2,5-dimethylpiperazine-1-carboxylate COC(=O)C1CC(CCC1)N1C=C(C2=C1N=CN=C2N2C[C@H](N(C[C@@H]2C)C(=O)OC(C)(C)C)C)C(F)(F)F